C(C)(C)(C)OC(N[C@@H](CC=C)C1=CC(=CC(=C1)C1=C(C=NN1C(F)F)[N+](=O)[O-])C(N)=O)=O N-[(1S)-1-{3-carbamoyl-5-[1-(difluoromethyl)-4-nitro-1H-pyrazol-5-yl]phenyl}but-3-en-1-yl]carbamic acid tert-butyl ester